Furothiazole S1C=NC2=C1C=CO2